NCCCCCCN1C(N(C=C1)C)=C1N=CC=N1 N-(6-aminohexyl)-N'-methyl-2,2'-biimidazole